3-fluoropropyl mesylate S(C)(=O)(=O)OCCCF